CC=1C=C2C(=NC1C(=O)OCCCCCCOC1=CC=C(C=C1)C1=CC=C(C=C1)[C@@H]1CC[C@H](CC1)CCCCC)N(C(=N2)CCl)C[C@H]2OCC2 6-((4'-(trans-4-pentylcyclohexyl)-[1,1'-biphenyl]-4-yl)oxy)hexane-1-ol methyl-2-(chloromethyl)-3-[[(2S)-oxetan-2-yl]methyl]imidazo[4,5-b]pyridine-5-carboxylate